N=1ON=C2C1C=CC(=C2)COC2=NC(=C(C=C2CO)C(F)(F)F)Cl (2-(Benzo[c][1,2,5]oxadiazol-5-ylmethoxy)-6-chloro-5-(trifluoromethyl)pyridin-3-yl)methanol